C(C1=CC=CC=C1)OCC=1N=C2N(C=C(C=C2N2CCN(CC2)CC)C2CC2)C1 2-((benzyloxy)methyl)-6-cyclopropyl-8-(4-ethylpiperazin-1-yl)imidazo[1,2-a]pyridine